C1(=CC=CC=C1)CCC(SCCCC)=O S-butyl 3-phenylpropanethioate